C(C1=CC=CC=C1)(C1=CC=CC=C1)N1CC(C1)(N)CC 1-benzhydryl-3-ethyl-azetidin-3-amine